C(C)OC(C(CC=1C=C(C=CC1)C(C(=O)O)(CCCC(CS(=O)(=O)CC(=O)OCC)(C)C)C)(C)C)=O 2-(3-(3-ethoxy-2,2-dimethyl-3-oxopropyl)phenyl)-7-((2-ethoxy-2-oxoethyl)sulfonyl)-2,6,6-trimethylheptanoic acid